FC(CN1N=CC(=C1)S(=O)(=O)N1N=C2C(=C1)CN(C2)C([C@H](CO)C2=NC=CC=C2F)=O)F (S)-1-(2-((1-(2,2-difluoroethyl)-1H-pyrazol-4-yl)sulfonyl)-2,6-dihydropyrrolo[3,4-c]pyrazol-5(4H)-yl)-2-(3-fluoropyridin-2-yl)-3-hydroxypropan-1-one